(2S,3R)-1-benzhydryl-3-hydroxy-2-methylazetidinium ((1R,4R)-7,7-dimethyl-2-oxobicyclo[2.2.1]heptan-1-yl)methanesulfonate CC1([C@]2(C(C[C@H]1CC2)=O)CS(=O)(=O)[O-])C.C(C2=CC=CC=C2)(C2=CC=CC=C2)[NH+]2[C@H]([C@@H](C2)O)C